4-Nitrophenylphosphocholin [N+](=O)([O-])C1=CC=C(C=C1)OP(=O)([O-])OCC[N+](C)(C)C